FC(OC1=CC=C(C=C1)N1C(C(=CC2=CC=C(N=C12)OCC)C1=CNC(C=C1)=O)=O)F 1-(4-(difluoromethoxy)phenyl)-7-ethoxy-3-(6-oxo-1,6-dihydropyridin-3-yl)-1,8-naphthyridin-2(1H)-one